5-chloro-N-[1-(2-hydroxy-2-methylpropyl)-3-(2-isopropylphenyl)-6-oxo-1,6-dihydro-4-pyridazinyl]-2-methoxybenzamide ClC=1C=CC(=C(C(=O)NC=2C(=NN(C(C2)=O)CC(C)(C)O)C2=C(C=CC=C2)C(C)C)C1)OC